F[C@@H]1[C@H](CN(CC1)C(=O)OC(C)(C)C)NC(C1=C(C=C(C(=C1)[N+](=O)[O-])NCCOC(C)C)F)=O tert-butyl (3S,4S)-4-fluoro-3-(2-fluoro-4-((2-isopropoxyethyl)amino)-5-nitrobenzamido)piperidine-1-carboxylate